FC=1C(=CC(=C2C=C(NC12)C(=O)O)B1OC(C(O1)(C)C)(C)C)C1=CCCN(C1)C(CCN1N=CC=C1)=O 7-fluoro-6-[1-(3-pyrazol-1-ylpropanoyl)-3,6-dihydro-2H-pyridin-5-yl]-4-(4,4,5,5-tetramethyl-1,3,2-dioxaborolan-2-yl)-1H-indole-2-carboxylic acid